Cl.C1CC12CCNCC2 6-azaspiro[2.5]octane hydrochloride